methanol, 4-nitroanilinediazonium salt [N+](=O)([O-])C1=CC=C(N[N+]#N)C=C1.CO